(4,4-dimethylcyclohexyl)-2-methyl-4H-pyrrolo[2,3-d]thiazole-5-carboxamide CC1(CCC(CC1)N1C(=CC2=C1N=C(S2)C)C(=O)N)C